P(=O)(OC)(OCCCCCCCCCCCCCCCCCCCC)F methyl arachidyl fluorophosphate